(S,E)-{1-cyclopropyl-2-[(2-oxo-2-{4-[5-(trifluoromethyl)pyrimidin-2-yl]piperazin-1-yl} Tert-butyl ethoxy)imino]ethyl}carbamate C1(CC1)[C@@H](/C=N/OC(C(N1CCN(CC1)C1=NC=C(C=N1)C(F)(F)F)=O)C(C)(C)C)NC([O-])=O